N-(5-cyano-4-((2-methoxyethyl)amino)pyridin-2-yl)-7-(dimethoxymethyl)-4-fluoro-6-((4-methyl-2-oxopiperazin-1-yl)methyl)-3,4-dihydro-2,4-methylene-1,8-naphthyridine-1(2H)-carboxamide C(#N)C=1C(=CC(=NC1)NC(=O)N1C2CC(C3=CC(=C(N=C13)C(OC)OC)CN1C(CN(CC1)C)=O)(C2)F)NCCOC